COC(\C=C\CCCCC[C@H](CO)O)=O (2E,9R)-9,10-dihydroxy-2-decenoic acid methyl ester